O[C@H]1C[C@H]2CC[C@H]3[C@@H]4CC[C@H]([C@@H](CCC(=O)O)C)[C@]4([C@H](C[C@@H]3[C@]2(CC1)C)O)C 3a,12α-dihydroxy-5β-cholanic acid